4-(5-aminopyridine-2-yl)piperazine-1-carboxylic acid tert-butyl ester C(C)(C)(C)OC(=O)N1CCN(CC1)C1=NC=C(C=C1)N